N1[C@H](CNCC1)CC#N (S)-2-piperazineacetonitrile